5-Bromo-2-fluoro-N-(2-fluoro-5-(trifluoromethoxy)benzyl)-N-((1-hydroxycyclopropyl)methyl)nicotinamide BrC=1C=NC(=C(C(=O)N(CC2(CC2)O)CC2=C(C=CC(=C2)OC(F)(F)F)F)C1)F